C(C)(SC1CCOCC1)=O S-tetrahydro-2H-pyran-4-yl ethanethioate